helium monoxide [O-2].[He]